C1(=CC=CC2=CC=CC=C12)N1C(=C(C(=C1)C1=CC=CC=C1)C1=NC=CC=C1)CC1=CC=CC=C1 N-(1-naphthyl)-3-(2-pyridyl)-2-benzyl-4-phenyl-pyrrole